1-methoxyindole-3-carbaldehyde CON1C=C(C2=CC=CC=C12)C=O